OC=1C=C(OC[C@@H]2CN(CC2)C(=O)OC(C)(C)C)C=CC1 tert-butyl (3S)-3-[(3-hydroxyphenoxy)methyl]pyrrolidine-1-carboxylate